NCCOCCOCCOCCNS(=O)(=O)C1=CC=C(OC2=C(C=C(C=C2F)/C=C(/C(=O)N=C(N)N)\C)F)C=C1 (E)-3-(4-(4-(N-(2-(2-(2-(2-aminoethoxy)ethoxy)ethoxy)ethyl)sulfamoyl)phenoxy)-3,5-difluorophenyl)-N-(diaminomethylene)-2-methylacrylamide